FC(C1=C(C=CC(=C1)N)C1=C(C=C(C=C1)N)C(F)(F)F)(F)F 2,2'-di(trifluoromethyl)-4,4'-Diaminobiphenyl